(S)-3-(4-hydroxyisoxazolidine-2-carbonyl)-7-isopropyl-5-methyl-2-(naphthalen-1-ylmethyl)-2,7-dihydro-4H-pyrazolo[3,4-d]pyrimidine-4,6(5H)-dione O[C@H]1CN(OC1)C(=O)C=1N(N=C2N(C(N(C(C21)=O)C)=O)C(C)C)CC2=CC=CC1=CC=CC=C21